ClC=1C=C(NC=2C3=C(N=CN2)N(C=C3C3CC2CCC(C3)N2C(=O)OC(C)(C)C)COCC[Si](C)(C)C)C=CC1OCC1=NC=CC=C1 tert-butyl 3-[4-[3-chloro-4-(2-pyridylmethoxy)anilino]-7-(2-trimethylsilylethoxymethyl)pyrrolo[2,3-d]pyrimidin-5-yl]-8-azabicyclo[3.2.1]octane-8-carboxylate